(-)-1-(tert-butylamino)-3-[(4-morpholino-1,2,5-thiadiazol-3-yl)-oxy]-2-propanol C(C)(C)(C)NCC(COC1=NSN=C1N1CCOCC1)O